7-isopropoxy-2-(1-methyl-2-oxabicyclo[2.2.1]hept-4-yl)imidazo[1,2-a]pyridine-6-carboxylic acid methyl ester COC(=O)C=1C(=CC=2N(C1)C=C(N2)C21COC(CC2)(C1)C)OC(C)C